7-(3-(difluoromethoxy)phenyl)-5-(4-fluorophenyl)-5H-pyrrolo[2,3-b]pyrazine-3-carbonitrile FC(OC=1C=C(C=CC1)C1=CN(C2=NC(=CN=C21)C#N)C2=CC=C(C=C2)F)F